BrC=1C=C2C(C(N(C2=CC1O)CC(=O)NCCCC(=O)OC)=O)(C)C methyl 4-[2-(5-bromo-6-hydroxy-3,3-dimethyl-2-oxoindol-1-yl)acetamido]butanoate